C(CCCCCCCCCCCCCCC)SSCCCO 3-(hexadecyldithio)propanol